ClC1=C(C=C(C(=C1)C1=NOC(=N1)C=1N=C2N(C=C(C=C2Cl)C(F)(F)F)C1)Cl)O 2,5-dichloro-4-(5-(8-chloro-6-(trifluoromethyl)imidazo[1,2-a]pyridine-2-yl)-1,2,4-oxadiazole-3-yl)phenol